((2R,5S)-4-(2-aminoimidazo[1,2-a]pyrazin-5-yl)-5-methylmorpholin-2-yl)((S)-8-chloro-1-methyl-6-(trifluoromethyl)-3,4-dihydroisoquinolin-2(1H)-yl)methanone NC=1N=C2N(C(=CN=C2)N2C[C@@H](OC[C@@H]2C)C(=O)N2[C@H](C3=C(C=C(C=C3CC2)C(F)(F)F)Cl)C)C1